ethyl 2-methoxy-5-(4,4,5,5-tetramethyl-1,3,2-dioxaborolan-2-yl)-6-(trifluoromethyl)nicotinate COC1=C(C(=O)OCC)C=C(C(=N1)C(F)(F)F)B1OC(C(O1)(C)C)(C)C